C(C)C=1C=C(C=CC1[N+](=O)[O-])N1[C@H](CN(CC1)C(=O)OC(C)(C)C)CO tert-butyl (3R)-4-(3-ethyl-4-nitro-phenyl)-3-(hydroxymethyl)piperazine-1-carboxylate